CC1=C(C#N)C=CC(=C1)C(=O)N1CC2(C1)CC(C2)N(C=2C1=C(N=CN2)NC=C1)C 2-Methyl-4-(6-(methyl(7H-pyrrolo[2,3-d]pyrimidin-4-yl)amino)-2-azaspiro[3.3]heptan-2-carbonyl)benzonitril